N12CC=C([C@@H](CCC1)C2)C2=CC=C(CN1C=CC3=CC(=CC=C13)N1N=C(C=C1C)C(=O)N)C=C2 1-(1-(4-((5R)-1-Azabicyclo[3.3.1]non-3-en-4-yl)benzyl)-1H-indol-5-yl)-5-methyl-1H-pyrazol-3-carboxamid